[Cl-].[Cl-].IC1=CC=C(C=C1)C(=[Zr+2](C1=C(C(=CC=2C3=CC(=C(C=C3CC12)C1=CC=CC=C1)C(C)(C)C)C(C)(C)C)C1=CC=CC=C1)C1C=CC=C1)C1=CC=C(C=C1)I di-(p-iodophenyl)methylene(cyclopentadienyl)(2,7-diphenyl-3,6-di-tert-butylfluorenyl)zirconium dichloride